4-(2,5-dichlorothiophen-3-yl)butyric acid ClC=1SC(=CC1CCCC(=O)O)Cl